CC1=C(C(=O)O[C@]2([C@@H](C2)CO[Si](C2=CC=CC=C2)(C2=CC=CC=C2)C(C)(C)C)F)C=CC=C1 ((1s,2s)-2-(((tert-butyldiphenylsilyl) oxy) methyl)-1-fluorocyclopropyl) methylbenzoate